1,4-bis(β-cyclopropylpropyl)butane C1(CC1)C(CCCCCCC(C)C1CC1)C